(2-((2-((4-(2-amino-7-azaspiro[3.5]nonan-7-yl)-3-nitrophenyl)amino)-5-chloropyrimidin-4-yl)amino)phenyl)dimethylphosphine NC1CC2(C1)CCN(CC2)C2=C(C=C(C=C2)NC2=NC=C(C(=N2)NC2=C(C=CC=C2)P(C)C)Cl)[N+](=O)[O-]